(4-phenylphenyl)methanone C1(=CC=CC=C1)C1=CC=C(C=C1)C=O